Cl.C(C(C)C)C1=CC(=C(C#N)C(=C1)N1CCNCC1)C 4-isobutyl-2-methyl-6-(piperazin-1-yl)benzonitrile hydrochloride